4-cyclohexyl-3-(1-(difluoromethyl)-1H-pyrazol-4-yl)-N6-(2-methoxy-4-morpholinophenyl)-1H-pyrazolo[3,4-d]pyrimidine-4,6-diamine C1(CCCCC1)C1(C=2C(=NC(=N1)NC1=C(C=C(C=C1)N1CCOCC1)OC)NNC2C=2C=NN(C2)C(F)F)N